4-(3,3-dimethylpiperazin-1-yl)-2-(pyridin-4-yl)-1,7-naphthyridin CC1(CN(CCN1)C1=CC(=NC2=CN=CC=C12)C1=CC=NC=C1)C